((4-(thiazol-4-yl) phenoxy) ((((2R,3R,4R,5R)-5-(2,4-dioxo-3,4-dihydropyrimidin-1(2H)-yl)-4-fluoro-3-hydroxy-4-methyltetrahydrofuran-2-yl) methoxy) phosphoryl) amino) propionate C(CC)(=O)ON=P(=O)OC([C@@H]1O[C@H]([C@]([C@@H]1O)(C)F)N1C(NC(C=C1)=O)=O)OC1=CC=C(C=C1)C=1N=CSC1